C(C)C1CC(C1)(C1=NN=CN1C)C=1C=C(C=CC1)N1C(C2=C(C(=C1)C(F)(F)F)C=C(N2)CN2C[C@H](CCC2)C)=O 6-(3-((1s,3S)-3-ethyl-1-(4-methyl-4H-1,2,4-triazol-3-yl)cyclobutyl)phenyl)-2-(((S)-3-methylpiperidin-1-yl)methyl)-4-(trifluoromethyl)-1,6-dihydro-7H-pyrrolo[2,3-c]pyridin-7-one